(R or S)-1-ethyl-4-((6-(2-hydroxy-6-methyl-4-(trifluoromethyl)phenyl)-2H-pyrazolo[3,4-b]pyrazin-2-yl)methyl)pyrrolidin-2-one C(C)N1C(C[C@H](C1)CN1N=C2N=C(C=NC2=C1)C1=C(C=C(C=C1C)C(F)(F)F)O)=O |o1:5|